C(C1=CC=CC=C1)OC(C1=C(C(=C(C(=C1C)C)O)C)C)=O.C(C)C=1C(=C(C(=O)OC2=C(C(=C(C(=O)OCC3=CC=CC=C3)C(=C2C)C)C)C)C(=CC1OCOC)C)OCOC benzyl 4-((3-ethyl-2,4-bis(methoxymethoxy)-6-methylbenzoyl)oxy)-2,3,5,6-tetramethylbenzoate benzyl-4-hydroxy-2,3,5,6-tetramethylbenzoate